N-[6-(2,5-difluorophenyl)pyridazin-3-yl]-3-azabicyclo[3.1.0]hexan-6-amine FC1=C(C=C(C=C1)F)C1=CC=C(N=N1)NC1C2CNCC12